C(C)(C)(C)N(C(O)=O)CCC=1C=NC(=CC1)[N+](=O)[O-].C(C)(C)(C)N(C(O)=O)CCC=1C=NC(=CC1)[N+](=O)[O-].[N+](=O)([O-])C1=CC=C(C=N1)CCN 2-(6-nitropyridin-3-yl)ethan-1-amine tert-butyl-(2-(6-nitropyridin-3-yl)ethyl)carbamate tert-butyl-(2-(6-nitropyridin-3-yl)ethyl)carbamate